C12C(C(C(CC1)C2)C(=O)O)C(=O)O bicyclo(2.2.1)heptane-2,3-dicarboxylic acid